(1-((6-chloro-5-iodopyrimidin-4-yl)amino)butan-2-yl)carbamic acid tert-butyl ester C(C)(C)(C)OC(NC(CNC1=NC=NC(=C1I)Cl)CC)=O